tert-butyl (3S,5S,6R)-3-[(4-fluoro-1-hydroxy-3H-2,1-benzoxaborol-5-yl)methyl]-2-oxo-5,6-diphenylmorpholine-4-carboxylate FC1=C(C=CC2=C1COB2O)C[C@@H]2N([C@H]([C@H](OC2=O)C2=CC=CC=C2)C2=CC=CC=C2)C(=O)OC(C)(C)C